N1=C(C=CC=C1)S(=O)(=O)NC(=O)C1CC1 N-(PYRIDIN-2-YLSULFONYL)CYCLOPROPANECARBOXAMIDE